Cl.ClC1=C(C(=O)NC2=C3C=NN(C3=CC=C2)C=2C=NC(=CC2)C(C)(C)OC)C=C(C=C1)CNC(C(C)(C)C)=O 2-Chloro-5-{[(2,2-dimethylpropanoyl)amino]methyl}-N-{1-[6-(2-methoxypropan-2-yl)pyridin-3-yl]-1H-indazol-4-yl}benzamide hydrochloride